COC=1C=CC(=NC1)C(=O)N[C@H](C)C1=NC(=NC(=C1)NC1=CC=C(C=C1)C)N1CCOCC1 (R)-5-methoxy-N-(1-(2-morpholino-6-(p-tolylamino)pyrimidin-4-yl)ethyl)picolinamide